C(C)(C)(C)OC(=O)N[C@@H](C(=O)O)COC (R)-2-((tert-butoxycarbonyl)amino)-3-methoxypropionic acid